tertiary butyl 6-(3-methoxy-4-nitrophenyl)-2,6-diazaspiro[3.3]heptan-2-carboxylate COC=1C=C(C=CC1[N+](=O)[O-])N1CC2(CN(C2)C(=O)OC(C)(C)C)C1